S=[Au] thioxogold